3-(((3-(chloromethyl)-1-methyl-1H-pyrazol-5-yl)methyl)thio)naphthalen-1-ol ClCC1=NN(C(=C1)CSC=1C=C(C2=CC=CC=C2C1)O)C